F[C@@H]1C[C@@]2(CCCN2C1)COC=1N=CC2=C(N1)C=C(N=C2N2CCCC2)C2=CC(=CC1=CC=C(C(=C21)C#C)F)O 4-(2-{[(2R,7aS)-2-fluoro-hexahydropyrrolizin-7a-yl]methoxy}-5-(pyrrolidin-1-yl)pyrido[4,3-d]pyrimidin-7-yl)-5-ethynyl-6-fluoronaphthalen-2-ol